6-Chloro-3-[(1R)-1-[3,6-dimethyl-2-(oxetan-3-yl)-4-oxo-chromen-8-yl]ethoxy]pyridine-2-sulfonamide ClC1=CC=C(C(=N1)S(=O)(=O)N)O[C@H](C)C=1C=C(C=C2C(C(=C(OC12)C1COC1)C)=O)C